N-{3-oxo-3-[(2-geranyl-3-methoxy-5-pentylphenyl)oxy]propyl}morpholinium O=C(CC[NH+]1CCOCC1)OC1=C(C(=CC(=C1)CCCCC)OC)C\C=C(/C)\CCC=C(C)C